C(C)(C)[Si](C(C)C)(C(C)C)C#CC=1OC(=CN1)C(=O)O 2-((Triisopropylsilyl)ethynyl)oxazole-5-carboxylic acid